FP(OC)(OCCCCCCCCCCCCCCCCCCCC)=O methyl Arachidyl Fluorophosphonate